CC1=CC=C(C(=N1)C=O)OCC1=CC=C2C=NN(C2=C1)C 6-methyl-3-((1-methyl-1H-indazol-6-yl)methoxy)picolinaldehyde